N-(4-chloro-3-fluorophenyl)-N-(4-nitropyridin-2-yl)acetamide methyl-6-(methyl-d3)-3-(pyrimidin-2-yl)picolinate COC(C1=NC(=CC=C1C1=NC=CC=N1)C([2H])([2H])[2H])=O.ClC1=C(C=C(C=C1)N(C(C)=O)C1=NC=CC(=C1)[N+](=O)[O-])F